FC1=C(C=CC(=C1)F)C1=CCN(O1)CC(C1=NC=CN=C1)C=1C=NN(C1)C 5-(2,4-difluorophenyl)-N-[2-(1-methylpyrazol-4-yl)-2-pyrazin-2-yl-ethyl]Isoxazole